1-(tert-butyl)-3-(3-iodopropoxy)benzene C(C)(C)(C)C1=CC(=CC=C1)OCCCI